methyl (Z)-2-iodo-3-methoxy-prop-2-enoate I\C(\C(=O)OC)=C/OC